CC(C(=O)C1=CC=C(C=C1)SC)(C)N1CCOCC1 2-methyl-1-[4-meth-ylthiophenyl]-2-morpholinopropan-1-one